2-(dimethylamino)-3,6-dimethyl-4H-chromen-4-one CN(C=1OC2=CC=C(C=C2C(C1C)=O)C)C